C(C)OC(=O)N(CCCCCC)COC(C1=CC=CC=C1)=O (((ethoxycarbonyl)(hexyl)amino)methyl)benzoate